FC(O[C@H]1C[C@H](N(C1)C(=O)OC(C)(C)C)COC(F)F)F tert-butyl (2S,4S)-4-(difluoromethoxy)-2-((difluoromethoxy) methyl)pyrrolidine-1-carboxylate